C1(=CC=CC=2[Se]C3=C(C21)C=CC=C3)C=3C(=C(C=CC3)C3=CC=CC=C3)C3=NN=NC(=C3C3=C(C=CC=C3)C3=CC=CC=C3)C3=CC=CC=C3 (dibenzoselenophenyl)[phenyl(biphenylyl)triazinyl]biphenyl